Fmoc-(3-cyano-L-alanine) C(=O)(OCC1C2=CC=CC=C2C2=CC=CC=C12)N[C@@H](CC#N)C(=O)O